C(C)(C)(C)OC(N(C(=O)OC(C)(C)C)C=1C=NC=C(C1CC)Br)=O N-(5-bromo-4-ethyl-3-pyridinyl)-N-tert-butoxycarbonyl-carbamic acid tert-butyl ester